OC1=C(C=CC(=C1)O)C=CC1=CC=C(C=C1)O 2,4,4'-Trihydroxystilben